cyclopropylsuccinic acid diisobutyl ester C(C(C)C)OC(C(CC(=O)OCC(C)C)C1CC1)=O